2,4-di-aminobutyric acid NC(C(=O)O)CCN